COC1=CC=C(C=C1)C=1N2C(=NN1)SC=C2 3-(4-methoxyphenyl)[1,3]thiazolo[2,3-c][1,2,4]triazole